COC1=NC=CC(=C1)C(C)=O 1-(2-methoxy-4-pyridinyl)ethanone